The molecule is a hydrate that is the pentahydrate form of copper(II) chloride. It has a role as an EC 5.3.3.5 (cholestenol Delta-isomerase) inhibitor. It is a halide mineral and a hydrate. It contains a copper(II) chloride. O.O.O.O.O.Cl[Cu]Cl